C(C)NCC(=O)O (Ethyl)glycine